(1R,3S)-3-(tert-Butyldimethylsilyloxy)-1-((R)-1,1-dimethylethylsulfinylamino)-8-azaspiro[4.5]Decane-8-carboxylic acid tert-butyl ester C(C)(C)(C)OC(=O)N1CCC2(C[C@@H](C[C@H]2N[S@](=O)C(C)(C)C)O[Si](C)(C)C(C)(C)C)CC1